BrC=1C(=NN(C1C)C)[C@@H](CC=O)O |r| (rac)-3-(4-bromo-1,5-dimethyl-1H-pyrazol-3-yl)-3-hydroxypropanal